OCCN1CC2=CC=C(C=C2C1)N1CCN(CC1)C[C@H]1CN(C[C@H](O1)C)C1=C2C=CC=NC2=C(C=C1)C#N 5-[(2S,6R)-2-[[4-[2-(2-hydroxyethyl)isoindolin-5-yl]piperazin-1-yl]methyl]-6-methyl-morpholin-4-yl]quinoline-8-carbonitrile